2-(1-(4-((2,6-bis(benzyloxy)pyridin-3-yl)amino)-2,6-difluorophenyl)-4-hydroxypiperidin-4-yl)acetic acid tert-butyl ester C(C)(C)(C)OC(CC1(CCN(CC1)C1=C(C=C(C=C1F)NC=1C(=NC(=CC1)OCC1=CC=CC=C1)OCC1=CC=CC=C1)F)O)=O